C12CNCC(CC1)N2C2=NC=1CCN(CC1C=C2)C(=O)C2=C(C=CC=C2)C (2-(3,8-diazabicyclo[3.2.1]octan-8-yl)-7,8-dihydro-1,6-naphthyridin-6(5H)-yl)(o-tolyl)methanone